NC1=NC=2C=C(C(=CC2C2=C1C(=NN2C)C)C(=O)N([C@H]2COC1=C2C=CC(=C1)S(F)(F)(F)(F)F)C)F 4-amino-7-fluoro-N,1,3-trimethyl-N-((3R)-6-(pentafluoro-lambda~6~-sulfanyl)-2,3-dihydro-1-benzofuran-3-yl)-1H-pyrazolo[4,3-c]quinoline-8-carboxamide